N-[4-[(3R,4R)-3-amino-4-hydroxypiperidin-1-yl]pyridin-3-yl]-2-(2,6-difluorophenyl)-1,3-thiazole-4-carboxamide N[C@@H]1CN(CC[C@H]1O)C1=C(C=NC=C1)NC(=O)C=1N=C(SC1)C1=C(C=CC=C1F)F